1-[4-(hydroxymethyl)phenyl]-4-nitro-pyrazole-3-carboxamide OCC1=CC=C(C=C1)N1N=C(C(=C1)[N+](=O)[O-])C(=O)N